O(C1=CC=CC=C1)C1=CC=CC=2SC3=CC=CC=C3C(C12)=O 1-phenoxythioxanthon